methyl 6-(dimethylsulfamoyl)-7-methyl-isochromane-3-carboxylate CN(S(=O)(=O)C=1C=C2CC(OCC2=CC1C)C(=O)OC)C